ClC=1C=C(C=C(C1)[N+](=O)[O-])SCC 3-chloro-1-ethylthio-5-nitrobenzene